(R)-5-(3,4-difluorophenyl)-2-((6-fluoro-2-methylpyridin-3-yl)oxy)-4-methyl-N-(3-(S-methylamino-sulfinyl)phenyl)nicotinamide FC=1C=C(C=CC1F)C=1C=NC(=C(C(=O)NC2=CC(=CC=C2)[S@@](=O)NC)C1C)OC=1C(=NC(=CC1)F)C